5-(benzyloxy)-1-(7,8-difluoroindeno[1,2-a]inden-4b(9H)-yl)-3-((tetrahydro-2H-pyran-4-yl)methyl)-2,3-dihydro-1H-pyrido[2,1-f][1,2,4]triazine-4,6-dione C(C1=CC=CC=C1)OC=1C(C=CN2N(CN(C(C21)=O)CC2CCOCC2)C21C(=CC3=CC=CC=C23)CC=2C(=C(C=CC21)F)F)=O